NCC(C=1SC=C(N1)CO)NC(=O)C=1NC(=CC1)C1=NC=C(C=C1)C N-(2-Amino-1-(4-(hydroxymethyl)thiazol-2-yl)ethyl)-5-(5-methylpyridin-2-yl)-1H-pyrrole-2-carboxamide